CC1(CCC=2C(=NNC2C1)C(=O)NC=1C=NN(C1)C1CCC(CC1)C(=O)OC)C methyl (1R,4R)-4-[4-(6,6-dimethyl-4,5,6,7-tetrahydro-1H-indazole-3-amido)-1H-pyrazol-1-yl]cyclohexane-1-carboxylate